ClC=1C(=C(C(=CC1)C(F)F)C1=CN=CC(=N1)C(=O)NC=1C=NN(C1)[C@H](C)C1=NC=C(C(=N1)C)N1C([C@@H]2C[C@@H]2C1)=O)F |o1:24| 6-(3-Chloro-6-(difluoromethyl)-2-fluorophenyl)-N-(1-((R or S)-1-(4-methyl-5-((1R,5S)-2-oxo-3-azabicyclo[3.1.0]hexan-3-yl)pyrimidin-2-yl)ethyl)-1H-pyrazol-4-yl)pyrazine-2-carboxamide